[Cl-].C(=C)C1=CC=C(C[N+]2=CC=CC=C2)C=C1 (4-vinylbenzyl)-pyridinium chloride